CC(=O)N[C@@H]1[C@H](C[C@@](O[C@H]1[C@@H]([C@@H](CO)O)O)(C(=O)O)O[C@H]2[C@H]([C@H](O[C@H]([C@@H]2O)O[C@@H]3[C@H](O[C@H]([C@@H]([C@H]3O)NC(=O)C)O)CO)CO)O)O The molecule is alpha-Neup5Ac-(2->3)-beta-D-Galp-(1->4)-D-GlcpNAc with beta configuration at the anomeric position of the reducing-end N-acetyl-D-glucosamine residue. It has a role as an epitope.